C(C)(C)C1=CN=CS1 5-isopropylthiazol